2-((2-bromo-[1,1'-biphenyl]-3-yl)methoxy)-4,6-dimethoxypyrimidine BrC1=C(C=CC=C1COC1=NC(=CC(=N1)OC)OC)C1=CC=CC=C1